(S)-3-Cbz-4-methyl-1,2,3-oxathiazolidine 2,2-dioxide C(=O)(OCC1=CC=CC=C1)N1S(OC[C@@H]1C)(=O)=O